C(C=1C(C(=O)O)=CC(C(=O)O)=CC1)(=O)O.C(#N)C(C)C1=C(N=C(N1)CC)C 1-cyanoethyl-2-ethyl-4-methylimidazole trimellitic acid salt